[Ni](Cl)Cl.[Na] Sodium-nickel chloride